OC[C@@H](CC(C)C)NC1=NC(=NC(=N1)CC(C)C1=CC=2CCCCC2C(=C1)O)NS(=O)(=O)C N-(4-(((R)-1-Hydroxy-4-methylpentan-2-yl)amino)-6-(2-(4-hydroxy-5,6,7,8-tetrahydronaphthalen-2-yl)propyl)-1,3,5-triazin-2-yl)methanesulfonamide